ClC1=NN(C=C1C(=O)O)CC(F)(F)F 3-chloro-1-(2,2,2-trifluoroethyl)-1H-pyrazole-4-carboxylic acid